(2S,5'R)-7-chloro-6-[5-(1-hydroxy-1-methyl-ethyl)-1,3,4-oxadiazol-2-yl]-3',4-dimethoxy-5'-methyl-spiro[benzofuran-2,4'-cyclohex-2-ene]-1',3-dione ClC1=C(C=C(C=2C([C@]3(C(=CC(C[C@H]3C)=O)OC)OC21)=O)OC)C=2OC(=NN2)C(C)(C)O